5-Methyl-1-phenylpyridin-2-one CC=1C=CC(N(C1)C1=CC=CC=C1)=O